BrC1=C(C=CC=C1)C1(CC1)NC(OC(C)(C)C)=O tert-butyl (1-(2-bromophenyl)cyclopropyl)carbamate